iron(3+) hydroxide [OH-].[Fe+3].[OH-].[OH-]